C(C)S(=O)(=O)C1=CC=C(C=C1)CC(=O)NC1=CC=C(C=C1)C=O 2-(4-(Ethanesulfonyl)phenyl)-N-(4-formylphenyl)acetamide